2-(hydroxyamino)-2-methyl-1-[2-methyl-4-(propan-2-yloxy)phenyl]propan-1-one 2,3-dihydroxyprop-1-yl-tridecanoate OC(COC(CCCCCCCCCCCC)=O)CO.ONC(C(=O)C1=C(C=C(C=C1)OC(C)C)C)(C)C